3-(isoquinolin-4-yl)-1-(oxiran-2-ylmethyl)-6-(trifluoromethyl)quinazoline-2,4(1H,3H)-dione C1=NC=C(C2=CC=CC=C12)N1C(N(C2=CC=C(C=C2C1=O)C(F)(F)F)CC1OC1)=O